COC(=O)NN.C(C)N(C1=CC=C2C=C(C(OC2=C1)=O)C=O)CC 7-(diethylamino)coumarin-3-formaldehyde methyl-hydrazinoformate